2,2'-azobisisobutyramidine hydrochloride Cl.N(=NC(C(=N)N)(C)C)C(C(=N)N)(C)C